C(C1=CC=CC=C1)OC1=NN(C=C1C)C1CCN(CC1)CC1=NC2=C(N1C[C@H]1OCC1)C=C(C=C2)C(=O)OC (S)-methyl 2-((4-(3-(benzyloxy)-4-methyl-1H-pyrazol-1-yl)piperidin-1-yl)methyl)-1-(oxetan-2-ylmethyl)-1H-benzo[d]imidazole-6-carboxylate